ICCCCI 1,4-Di-iodobutane